FC1=CC(=C(OC=2C(=NC=NC2)N2CC3(C2)CCN(CC3)C(=O)OC(C)(C)C)C=C1)C(N(C(C)C)CCOC)=O tert-butyl 2-(5-{4-fluoro-2-[(2-methoxyethyl) (propan-2-yl) carbamoyl] phenoxy} pyrimidin-4-yl)-2,7-diazaspiro[3.5]nonane-7-carboxylate